1-((4-bromo-2,5-dimethylthiophen-3-yl)methyl)-5-phenylpiperazine BrC=1C(=C(SC1C)C)CN1CCNC(C1)C1=CC=CC=C1